CO[C@@H](CN1C2=NC=NC(=C2N=C1)N)C (R)-9-(2-methoxypropyl)-adenine